2-(PIPERAZIN-1-YL)PYRIDIN-3-YLBORONIC ACID N1(CCNCC1)C1=NC=CC=C1B(O)O